ClC1=CC2=C(N=C(S2)COC2=CC=CC(=N2)C=2CCN(CC2)CC2=NC3=C(N2C[C@H]2OCC2)C=C(C=C3)C(=O)O)C=C1 (S)-2-((6-((6-Chlorobenzo[d]thiazol-2-yl)methoxy)-3',6'-dihydro-[2,4'-bipyridin]-1'(2'H)-yl)methyl)-1-(oxetan-2-ylmethyl)-1H-benzo[d]imidazole-6-carboxylic acid